2-bromo-4',4'-dimethyl-3',4'-dihydro-2'H-spiro-[fluorene-9,1'-naphthalene] BrC1=CC2=C(C=C1)C1=CC=CC=C1C21CCC(C2=CC=CC=C12)(C)C